O1CC(C1)CN1C2CC(CC1CCC2)NC(=O)C2=C1N(C=3C=CC=CC23)CCC1 N-(9-(oxetan-3-ylmethyl)-9-azabicyclo[3.3.1]nonan-3-yl)-2,3-dihydro-1H-pyrrolo[1,2-a]indole-9-carboxamide